C1(CC1)C1=C(C=C(C=C1)N1CC(C1)CC(=O)N1CC=2N=C(N=C(C2C1C)OC)C#N)F 6-(2-(1-(4-Cyclopropyl-3-fluorophenyl)azetidin-3-yl)acetyl)-4-methoxy-5-methyl-6,7-dihydro-5H-pyrrolo[3,4-d]pyrimidine-2-carbonitrile